8-(2-((2-oxabicyclo[2.1.1]hexan-4-yl)methoxy)-7-bromo-8-fluoro-6-(trifluoromethyl)quinazolin-4-yl)-3,8-diazabicyclo[3.2.1]octane-3-carboxylic acid tert-butyl ester C(C)(C)(C)OC(=O)N1CC2CCC(C1)N2C2=NC(=NC1=C(C(=C(C=C21)C(F)(F)F)Br)F)OCC21COC(C2)C1